5,7-di(tert-butyl)-3-(3,4-dipropyl-phenyl)-3H-benzofuran-2-one C(C)(C)(C)C=1C=C(C2=C(C(C(O2)=O)C2=CC(=C(C=C2)CCC)CCC)C1)C(C)(C)C